N-tert-butyl-2-{[2-(4-{2-[di(2H3)methylamino]ethoxy}pyridin-2-yl)-5H,6H,7H-cyclopenta[d]pyrimidin-4-yl](methyl)amino}acetamide C(C)(C)(C)NC(CN(C)C=1C2=C(N=C(N1)C1=NC=CC(=C1)OCCN(C([2H])([2H])[2H])C([2H])([2H])[2H])CCC2)=O